N1C(NCCC1)=NC(C1=CC=CC=C1)=O N-(tetrahydropyrimidine-2(1H)-ylidene)benzamide